O=CCCCCC(=O)OC(C)(C)C tert-butyl 6-oxohexanoate